O=C1NC(C(N1)(C1=CC=CC=C1)CCC(=O)O)=O 3-(2,5-Dioxo-4-phenylimidazolidin-4-yl)propanoic acid